C(C)SC1=NC(=CC(=C1C(=O)NCC1=CC(=CC(=C1)C(F)(F)F)F)C)N1CCOCC1 2-Ethylsulfanyl-N-[[3-fluoro-5-(trifluoromethyl)-phenyl]methyl]-4-methyl-6-morpholin-4-yl-pyridine-3-carboxylic acid amide